C1(CCCCCC1)NC(OC1=CC(=CC=C1)C=1C=NC=C(C1)C1=NC=NN1COCC[Si](C)(C)C)=O 3-(5-(1-((2-(trimethylsilyl)ethoxy)methyl)-1H-1,2,4-triazol-5-yl)pyridin-3-yl)phenyl cycloheptylcarbamate